4-bromo-3-[(5-methyltetrazol-2-yl)methyl]benzonitrile BrC1=C(C=C(C#N)C=C1)CN1N=C(N=N1)C